C(C1=CC=CC=C1)OC1CC(OC1)C(=O)OCC ethyl 4-(benzyloxy)oxolane-2-carboxylate